trilithium bromide [Br-].[Li+].[Li+].[Li+].[Br-].[Br-]